7-bromo-5-phenyl-2,5-dihydrobenzo[b]oxepin-9-amine BrC1=CC2=C(OCC=CC2C2=CC=CC=C2)C(=C1)N